[N+](#[C-])C1=C(C=CC=C1)C(=C)C(C)C 1-isocyano-2-(3-methylbut-1-en-2-yl)benzene